3,3'-thiobis(propane-1,2-dithiol) S(CC(CS)S)CC(CS)S